ClC=1C=2C(N=C3N(C2C=CC1)C1=CC(=CC=C1C31CCCCC1)C1CCC(CC1)CO)=O 4'-chloro-10'-(4-(hydroxymethyl)cyclohexyl)-5'H-spiro[cyclohexane-1,7'-indolo[1,2-a]quinazolin]-5'-one